4-(3,4-dichlorostyryl)phenol ClC=1C=C(C=CC2=CC=C(C=C2)O)C=CC1Cl